ClC=1C(=NC=C(C1)C(F)(F)F)OC[C@H](CC)NC1=NC=NC(=C1Cl)CC (S)-N-(1-((3-chloro-5-trifluoromethylpyridin-2-yl)oxy)butan-2-yl)-5-chloro-6-ethylpyrimidin-4-amine